N-(4-fluoro-2-methoxy-5-nitrophenyl)isoquinoline-8-carboxamide FC1=CC(=C(C=C1[N+](=O)[O-])NC(=O)C=1C=CC=C2C=CN=CC12)OC